(2S)-N-(5-chloropyridin-2-yl)-2-(3-(5-cyano-6-hydroxypyridin-3-yl)piperidin-1-yl)propanamide ClC=1C=CC(=NC1)NC([C@H](C)N1CC(CCC1)C=1C=NC(=C(C1)C#N)O)=O